CC=1N(C(=CC1)C)C1=NN2C(C=C(C=C2F)I)=N1 2-(2,5-dimethyl-1H-pyrrol-1-yl)-5-fluoro-7-iodo-[1,2,4]triazolo[1,5-a]-pyridine